(S,E)-N-((4-Fluoro-2,6-diisopropylphenyl)carbamoyl)-2-(pyrrolidin-2-yl)ethen-1-sulfonamid FC1=CC(=C(C(=C1)C(C)C)NC(=O)NS(=O)(=O)\C=C\[C@H]1NCCC1)C(C)C